C(CCCCCCCCCCCCCCC)OC([C@H]1N(CC(C1)O)CCCCCCCCCCCCCCCC)=O N-(1-hexadecyl)-4-hydroxy-L-proline (1-hexadecyl) ester